ClC1=CC=C(C=N1)C(C)(C)O 2-(6-chloro-3-pyridyl)-2-propanol